((1R,3r,5S)-3-(4-amino-1H-pyrazol-1-yl)-8-azabicyclo[3.2.1]oct-8-yl)(cyclopropyl)methanone NC=1C=NN(C1)C1C[C@H]2CC[C@@H](C1)N2C(=O)C2CC2